CC(CO)CNC 2-methyl-3-(methylamino)propan-1-ol